2,5-bis(4-diethylaminophenyl)1,3,4-oxadiazole C(C)N(C1=CC=C(C=C1)C=1OC(=NN1)C1=CC=C(C=C1)N(CC)CC)CC